4-(2-(methylsulfonyl)pyrimidin-4-yl)piperidine-1-carboxylic acid tert-butyl ester C(C)(C)(C)OC(=O)N1CCC(CC1)C1=NC(=NC=C1)S(=O)(=O)C